COC=1N=CC2=C(N1)C(=CC=N2)C2=CC1=C(N2)CCOC1=O 2-{2-methoxypyrido[3,2-d]pyrimidin-8-yl}-1H,6H,7H-pyrano[4,3-b]pyrrol-4-one